C1(CCCCCC1)[C@@H](C(=O)NC1=C(C=C(C=C1)[C@@H](C(=O)N(CC(F)(F)F)C)C)F)NC(=O)C1=CC=NN1CC N-((S)-1-cycloheptyl-2-((2-fluoro-4-((S)-1-(methyl(2,2,2-trifluoroethyl)amino)-1-oxopropan-2-yl)phenyl)amino)-2-oxoethyl)-1-ethyl-1H-pyrazole-5-carboxamide